C(C1=CC=CC=C1)(C1=CC=CC=C1)N1[C@@H]2CN([C@H](C1)C2)C(=O)C=2C=C1C(N(C(C1=CC2)=O)C2C(NC(CC2)=O)=O)=O 5-((1S,4S)-5-benzhydryl-2,5-diazabicyclo[2.2.1]heptane-2-carbonyl)-2-(2,6-dioxopiperidin-3-yl)isoindoline-1,3-dione